1-((benzyloxy)methyl)-2-(tert-butoxycarbonyl)-2-azabicyclo[2.1.1]hexane-4-carboxylic acid C(C1=CC=CC=C1)OCC12N(CC(C1)(C2)C(=O)O)C(=O)OC(C)(C)C